COC1=C(C=CC(=C1)C1=NC2=CC=C3C(=C2C=2CCCCC12)C=NN3)O 2-methoxy-4-(8,9,10,11-tetrahydro-3H-pyrazolo[4,3-a]phenanthridin-7-yl)phenol